FC1=C(C=C(C=C1)F)C(CC#C[Si](C(C)C)(C(C)C)C(C)C)N1C(C2=C(C=C(C=C2C1=O)C1=CC=C(C=C1)N1CCN(CC1)C(=O)[O-])F)C(C)(C)C 4-(4-(2-(1-(2,5-difluorophenyl)-4-(triisopropylsilyl)but-3-yn-1-yl)-7-fluoro-tert-butyl 3-oxoisoindolin-5-yl)phenyl)piperazine-1-carboxylate